ClC=1C(N(C(=CC1OC([2H])([2H])C1=NC=C(C=C1F)F)C)C1=C(C(=NC=C1C)N1N=C(C=C1)C(=O)OC)F)=O methyl 1-(3-chloro-4-((3,5-difluoropyridin-2-yl)methoxy-d2)-3'-fluoro-5',6-dimethyl-2-oxo-2H-[1,4'-bipyridin]-2'-yl)-1H-pyrazole-3-carboxylate